methyl (cyano(1-methyl-1H-indazol-3-yl)methyl)glycinate C(#N)C(C1=NN(C2=CC=CC=C12)C)NCC(=O)OC